FC=1C=C(C#N)C=C(C1)CO[C@H](COCCCCCCCCCCCCCC)CO 3-Fluoro-5-[[(1S)-1-(hydroxymethyl)-2-tetradecoxy-ethoxy]methyl]benzonitrile